(4-(2-(thieno[2,3-b]pyridin-4-yl)cyclopropyl)phenyl)methanone S1C=CC=2C1=NC=CC2C2C(C2)C2=CC=C(C=C2)C=O